[B].[Ti].[Ti].[Ti].[Ti].[Ti] penta-titanium-boron